8-fluoro-7-(1-methylcyclobutyl)-2-oxo-1,2-dihydroquinoline-3-carboxylic acid FC=1C(=CC=C2C=C(C(NC12)=O)C(=O)O)C1(CCC1)C